4-(6-(3-(Pyrrolidin-1-yl)propyl)pyrazolo[1,5-a]pyridin-3-yl)piperazine-1-carboxylic acid tert-butyl ester C(C)(C)(C)OC(=O)N1CCN(CC1)C=1C=NN2C1C=CC(=C2)CCCN2CCCC2